C(CCCCCCCCCCCCCCCCCCCCCCCC)S(=O)(=O)O pentacosanesulfonic acid